tert-butyl 6-fluoro-8-methoxy-2,3,4,5-tetrahydro-1H-pyrido[3,2-b]indole-1-carboxylate FC1=CC(=CC=2C3=C(NC12)CCCN3C(=O)OC(C)(C)C)OC